COC[C@]1(CN(CC1)C(C)(C)C1=NC=CC=C1)CCC1=CC=C(C#N)C=C1 (R)-4-(2-(3-(methoxymethyl)-1-(2-(pyridin-2-yl)propan-2-yl)pyrrolidin-3-yl)ethyl)benzonitrile